Cl.CC=1C=C2C(=CCOC2=CC1C)CN (6,7-dimethyl-2H-chromen-4-yl)methylamine, hydrochloride